C(\C=C\CO)O trans-2-buten-1,4-diol